BrCCC1C2CCC(C1)C2 5-bromoethyl-bicyclo[2.2.1]-heptane